mono-(2-hydroxy-3-methacryloxypropyl) propyl ether C(CC)OCC(COC(C(=C)C)=O)O